C(C)C1=C(NC2=CC=C(C=C12)C1=NOC(=N1)C1CNCC1)C1=CC(=NC=C1)C 3-(3-ethyl-2-(2-methylpyridin-4-yl)-1H-indol-5-yl)-5-(pyrrolidin-3-yl)-1,2,4-oxadiazole